FC(C1=C(C(=O)O)C=CC(=C1)C(F)(F)F)(F)F 2,4-Ditrifluoromethylbenzoic acid